O(C1=CC=CC=C1)C=1N=NC(=CC1C(=O)OCC)C1=CC=CC=C1 Ethyl 3-Phenoxy-6-phenylpyridazin-4-carboxylat